(2R,4r,6S)-tert-butyl-4-(2-(((trans)-4-(dibenzylamino) cyclohexyl) oxy) ethoxy)-2,6-dimethylpiperidine-1-carboxylate C(C)(C)(C)OC(=O)N1[C@@H](CC(C[C@@H]1C)OCCO[C@@H]1CC[C@H](CC1)N(CC1=CC=CC=C1)CC1=CC=CC=C1)C